COC1=C(C=CC(=C1)C#C[Si](C)(C)C)[C@H](C)N (1S)-1-[2-methoxy-4-(2-trimethylsilylethynyl)phenyl]ethanamine